C(C)OC[C@@]1(CN(CC1)C(C)C=1C=NN(C1C)C)CCC=1SC=CC1 4-(1-((S)-3-(ethoxymethyl)-3-(2-(thiophen-2-yl)ethyl)pyrrolidin-1-yl)ethyl)-1,5-dimethyl-1H-pyrazole